vinyl-4-thienyl-benzyl alcohol C(=C)C(C1=CC=C(C=C1)C=1SC=CC1)O